(5-chloro-2-(isopropylamino)pyridin-4-yl)boric acid ClC=1C(=CC(=NC1)NC(C)C)OB(O)O